tert-butyl 4-[[1-(3-methyl-2-oxo-1H-benzimidazol-4-yl)-4-piperidyl]oxymethyl]piperidine-1-carboxylate CN1C(NC2=C1C(=CC=C2)N2CCC(CC2)OCC2CCN(CC2)C(=O)OC(C)(C)C)=O